FC(C1=C(C=CC(=C1)C(F)(F)F)[C@H](C)N1N=CC(=C1)NC(=O)C1=NOC(=C1)C=1OC=CC1)(F)F (S)-N-(1-(1-(2,4-bis(trifluoromethyl)phenyl)ethyl)-1H-pyrazol-4-yl)-5-(furan-2-yl)isoxazole-3-carboxamide